Bisnitrophenol [N+](=O)([O-])C=1C(=C(C=CC1)O)[N+](=O)[O-]